[Sn].[Zr].[Nd].[La] lanthanum-neodymium-zirconium-tin